(5-(bromomethyl)pyridin-2-yl)boronic acid pinacol ester BrCC=1C=CC(=NC1)B1OC(C)(C)C(C)(C)O1